CN1C(=NC(=C1C(C)=O)C)C 1-(1,2,4-Trimethyl-1H-imidazol-5-yl)ethan-1-on